COC1=NC(=NN2C1=C(C=C2)C2=CC=1C=NC=CC1N2)NC2CC(C2)(O)C (1s,3s)-3-((4-methoxy-5-(1H-pyrrolo[3,2-c]pyridin-2-yl)pyrrolo[2,1-f][1,2,4]triazin-2-yl)amino)-1-methylcyclobutan-1-ol